5-(4-chlorobenzyl)-8-isopropyl-2-(4-(trifluoromethyl)thiazol-2-yl)-2,5,8-triazaspiro[3.5]nonane-6,9-dione ClC1=CC=C(CN2C3(CN(C3)C=3SC=C(N3)C(F)(F)F)C(N(CC2=O)C(C)C)=O)C=C1